C[C@@H]1CN(C[C@H](N1)C)[C@H](C(=O)NC=1C=CC=C2C(=CNC12)C1=NC(=NC=C1F)NC1=C(C(=CC=C1)S(=O)(=O)C)F)CC (S)-2-((3R,5R)-3,5-dimethylpiperazin-1-yl)-N-(3-(5-fluoro-2-((2-fluoro-3-(methyl-sulfonyl)phenyl)amino)pyrimidin-4-yl)-1H-indol-7-yl)butanamide